O1CC(CC1)OC=1C=C(C=C(C1)OC1COCC1)O 3,5-bis((tetrahydrofuran-3-yl)oxy)phenol